7-methyl-3-(2-{[piperidin-3-yl]amino}-5-(trifluoromethyl)pyrimidin-4-yl)-1H,4H,5H,6H,7H,8H-pyrrolo[2,3-c]azepin-8-one CN1C(C2=C(CCC1)C(=CN2)C2=NC(=NC=C2C(F)(F)F)NC2CNCCC2)=O